C(C)(=O)OCC=1C(=NC=CC1B(O)O)N1C(C2=CC=3CC(CC3N2CC1)(C)C)=O {3-[(acetoxy)methyl]-2-{4,4-dimethyl-9-oxo-1,10-diazatricyclo[6.4.0.02,6]dodeca-2(6),7-dien-10-yl}pyridin-4-yl}boronic acid